ethyl 2-((S)-2,2-dimethylcyclopropane-1-carbonyl)-8-fluoro-6-(thiazole-5-carbonyl)-2,6-diazaspiro[3.4]octane-8-carboxylate CC1([C@H](C1)C(=O)N1CC2(C1)CN(CC2(C(=O)OCC)F)C(=O)C2=CN=CS2)C